CN1N=CC2=CC(=C(C=C12)OC1=CC=C(C=C1)CCCOC1CCOCC1)C(=O)O 1-methyl-6-[4-(3-tetrahydropyran-4-yloxypropyl)phenoxy]indazole-5-carboxylic acid